1-(6-(4-((4-(1H-pyrazol-4-yl)phenyl)amino)pyrimidin-2-yl)-1H-indole-2-carbonyl)azetidine-3-carbonitrile N1N=CC(=C1)C1=CC=C(C=C1)NC1=NC(=NC=C1)C1=CC=C2C=C(NC2=C1)C(=O)N1CC(C1)C#N